((naphthalen-2-yloxy)(perfluorophenoxy)phosphoryl)-L-alanine 2-ethylbutyl ester C(C)C(COC([C@@H](NP(=O)(OC1=C(C(=C(C(=C1F)F)F)F)F)OC1=CC2=CC=CC=C2C=C1)C)=O)CC